BrC=1C=CC(=C(C1)OC(N(C)C)=S)Cl N,N-dimethylthiocarbamic acid-O-5-bromo-2-chlorophenyl ester